p-xylylene diisocyanate C1(=CC=C(C=C1)CN=C=O)CN=C=O